N\C(\C1=CSC(=C1)CN)=N/C(OCCCCCC)=O hexyl (Z)-(amino(5-(aminomethyl)thiophen-3-yl)methylene)carbamate